Cl[Si]1(C[Si](CCC1)(CCCC)CCCC)CCCC 1-chloro-1,3,3-tributyl-1,3-disilacyclohexane